3-hydroxy-4-(trimethylazaniumyl)butanoate OC(CC(=O)[O-])C[N+](C)(C)C